1'-((4-(hex-1-en-1-yl)-1,2-phenylene)bis(oxy))bis(undecan-1-ol) C(=CCCCC)C1=CC(=C(C=C1)OCCCCCCCCCCCO)OCCCCCCCCCCCO